FC(CO)(F)C=1C(=C(C=CC1)C(C)NN1C=C(O[C@@H](C1)CC)C)F (R)-4-((1-(3-(1,1-difluoro-2-hydroxyethyl)-2-fluorophenyl)ethyl)amino)-6-ethyl-2-methyl-6H-[1,4]oxazin